C(C#CC)(=O)NC1CCC=C(C1)C1=C2C(=C(NC2=C(C(=C1F)F)C(=O)N)C)Cl 4-(5-(but-2-ynamido)cyclohex-1-en-1-yl)-3-chloro-5,6-difluoro-2-methyl-1H-indole-7-carboxamide